(R)-1-[(R)-1-[di(3,5-xylyl)phosphino]ethyl]-2-[2-[di(3,5-xylyl)phosphino]phenyl]ferrocene C1(=CC(=CC(=C1)C)C)P([C@H](C)[C-]1C(=CC=C1)C1=C(C=CC=C1)P(C1=CC(=CC(=C1)C)C)C1=CC(=CC(=C1)C)C)C1=CC(=CC(=C1)C)C.[CH-]1C=CC=C1.[Fe+2]